5-bromo-3-methyl-1-(oxan-2-yl)pyrazolo[3,4-b]pyridine BrC=1C=C2C(=NC1)N(N=C2C)C2OCCCC2